2-(2H-benzo[d][1,2,3]triazol-2-yl)-6-((4-hexylphenyl)amino)-4-(2,4,4-trimethylpentan-2-yl)phenol N=1N(N=C2C1C=CC=C2)C2=C(C(=CC(=C2)C(C)(CC(C)(C)C)C)NC2=CC=C(C=C2)CCCCCC)O